1,5,6-trimethyl-3-(2-methyl-1-propenyl)-4-cyclohexen-1-yl-carboxylic acid CC1(CC(C=C(C1C)C)C=C(C)C)C(=O)O